C[C@H]1COC[C@H](N1C1CN(C1)CC1=CC(=C(CNC2=C3C(N(C(C3=CC=C2)=O)C2C(NC(CC2)=O)=O)=O)C=C1)F)C 4-(4-((3-((3S,5R)-3,5-dimethylmorpholino)azetidin-1-yl)methyl)-2-fluorobenzylamino)-2-(2,6-dioxopiperidin-3-yl)isoindoline-1,3-dione